2-fluoro-6-(phenyl-(piperidin-4-yl)methyl)pyridine tetramethyl-((5-(((1-butoxy-3-hydroxy-2-(hydroxymethyl)propan-2-yl)amino)methyl)-1,3-phenylene)bis(ethane-2,1-diyl))bis(phosphonate) COP(OC)(=O)CCC=1C=C(C=C(C1)CNC(COCCCC)(CO)CO)CCP(OC)(OC)=O.FC1=NC(=CC=C1)C(C1CCNCC1)C1=CC=CC=C1